C(#N)C1=CC(=C(C(=O)N[C@@H](CCOCCCCC2=NC=3NCCCC3C=C2)C(=O)O)C(=C1)C)F N-(4-cyano-2-fluoro-6-methylbenzoyl)-O-(4-(5,6,7,8-tetrahydro-1,8-naphthyridin-2-yl)butyl)-L-homoserine